C(C)(C)(C)OC(=O)N1CC2=CC(=CC=C2C[C@H]1C(N[C@@H]1CCCC2=CC=CC=C12)=O)O (S)-tert-butyl-7-hydroxy-3-(((R)-1,2,3,4-tetrahydronaphthalen-1-yl) carbamoyl)-3,4-dihydroisoquinoline-2(1H)-carboxylate